C(C)(=O)C=1C=C2CCCCC2=CC1C 6-acetyl-7-methyl-1,2,3,4-tetrahydronaphthalene